[Si]=O mono-silicon oxide